tert-Butyl 4-(2-((6-bromobenzo[d]thiazol-2-yl)amino)ethyl)piperazine-1-carboxylate BrC1=CC2=C(N=C(S2)NCCN2CCN(CC2)C(=O)OC(C)(C)C)C=C1